ClC=1C(=C(C=CC1)CNCCNC(OC(C)(C)C)=O)F tert-butyl N-[2-[(3-chloro-2-fluoro-phenyl)methylamino]ethyl]carbamate